[Pt].NC1(C(CC1)N)CC(C(=O)O)O 1,2-diamino-cyclobutane-lactic acid platinum